N1N=C(C2=CC=CC=C12)N1C=NC=2CNCCC21 (1H-indazol-3-yl)-4,5,6,7-tetrahydro-1H-imidazo[4,5-c]pyridine